F[C@H]1CN(CC[C@H]1NC1=CC=CC2=C(N(N=C12)C#CCNC1=C(C=C(C=C1)S(=O)(=O)C)OC)C=C)CCOC N-((3S,4R)-3-fluoro-1-(2-methoxyethyl)piperidin-4-yl)-2-(3-((2-methoxy-4-(methylsulfonyl)phenyl)amino)prop-1-yn-1-yl)-3-vinyl-2H-indazol-7-amine